methyl-p-terphenyl CC1=C(C=CC=C1)C1=CC=C(C=C1)C1=CC=CC=C1